1-((2-acetamidopyrimidin-5-yl)methyl)-N-(4-((4-methylpiperazin-1-yl)methyl)-3-(trifluoromethyl)phenyl)indoline-6-carboxamide C(C)(=O)NC1=NC=C(C=N1)CN1CCC2=CC=C(C=C12)C(=O)NC1=CC(=C(C=C1)CN1CCN(CC1)C)C(F)(F)F